4-[5-(aminomethyl)pyrimidin-2-yl]-3-[5-(diethylamino)-2-methylpyrazol-3-yl]oxybenzonitrile NCC=1C=NC(=NC1)C1=C(C=C(C#N)C=C1)OC=1N(N=C(C1)N(CC)CC)C